8,8'-((8-Hydroxyoctyl)azanediyl)bis(N,N-didecyl-octanoamide) OCCCCCCCCN(CCCCCCCC(=O)N(CCCCCCCCCC)CCCCCCCCCC)CCCCCCCC(=O)N(CCCCCCCCCC)CCCCCCCCCC